C(C)N1CC2(CN(C2)CCCOC2=C(C=C3C(=NC=NC3=C2)C2=CC=C(C=C2)NC(CC2=CC=C(C=C2)C(F)(F)F)=O)OC)C1 N-(4-(7-(3-(6-ethyl-2,6-diazaspiro[3.3]heptane-2-yl)propoxy)-6-methoxyquinazolin-4-yl)phenyl)-2-(4-(trifluoromethyl)phenyl)acetamide